FC=1C=C(C=CC1)C=1N=NN(C1)[C@@H]1[C@H]([C@@H](O[C@@H]([C@@H]1O)CO)C(=O)N1CCN(CC1)C1=CC2=C(NC(N2)=O)C=C1)O 5-(4-((2R,3R,4S,5R,6R)-4-(4-(3-fluorophenyl)-1H-1,2,3-triazol-1-yl)-3,5-dihydroxy-6-(hydroxymethyl)tetrahydro-2H-pyran-2-carbonyl)piperazin-1-yl)-1H-benzo[d]imidazol-2(3H)-one